((2R,5R)-2,5-dimethylpiperazine-1,4-diyl)bis(((2S,3R)-2-methyl-3-(4-nitrophenyl)-oxiran-2-yl)methanone) C[C@H]1N(C[C@H](N(C1)C(=O)[C@]1(O[C@@H]1C1=CC=C(C=C1)[N+](=O)[O-])C)C)C(=O)[C@]1(O[C@@H]1C1=CC=C(C=C1)[N+](=O)[O-])C